C(C(C)C)N1[C@H]2[C@@H]([C@@H]3C(N[C@]2([C@H](CC1)C3)C(=O)NCC3=CC=CC=C3)=O)CC(C)C |o1:5,6,7,10,11| (1R*,2R*,3S*,7S*,8S*)-4-isobutyl-8-benzylaminocarbonyl-2-isobutyl-4,9-diaza-10-oxo-tricyclo[5.3.1.03,8]Undecane